N,N-diallylaminobutyl acetate C(C)(=O)OCCCCN(CC=C)CC=C